P(=O)(O)(O)O.[C@@H]1([C@H](O)[C@H](O)[C@@H](CO)O1)N1C=NC=2C(N)=NC=NC12 adenosine monophosphate salt